CN1CCN(CCN2CCN(CCN(CCN(CC1)CCN(CCN(CC2)C)C)CC(C)O)C)CC(C)O 1,1'-(7,16,21,24-tetramethyl-1,4,7,10,13,16,21,24-octaazabicyclo[8.8.8]hexacosane-4,13-diyl)bis(propan-2-ol)